4-methyl-N-(2-(2-methyl-2-(quinolin-6-yloxy)propionamido)ethyl)pentanamide CC(CCC(=O)NCCNC(C(C)(OC=1C=C2C=CC=NC2=CC1)C)=O)C